CC(C=O)CCCCC=O 2-methyl-1,7-heptanedialdehyde